1,4-diamino-2,3-dicyano-1,4-bis(phenylmercapto)-butadiene NC(=C(C(=C(SC1=CC=CC=C1)N)C#N)C#N)SC1=CC=CC=C1